4-methyl-N-(1-methylpiperidin-4-yl)-6-nitropyridine-3-amine CC1=C(C=NC(=C1)[N+](=O)[O-])NC1CCN(CC1)C